C12CC(CC(C=C1)O2)=O 8-oxabicyclo[3.2.1]oct-6-en-3-one